dichloro(pentacyclopentadienyl)rhodium Cl[Rh](C1C=CC=C1)(C1C=CC=C1)(C1C=CC=C1)(C1C=CC=C1)(C1C=CC=C1)Cl